C(C\C=C/CC)[Li] (3Z)-3-hexenyl-lithium